C(CCCCCCCCCCC)P(OC(C)C)(OC(C)C)([O-])CCCCCCCCCCCC.C(CCCCCCCCCCC)P(OC(C)C)(OC(C)C)([O-])CCCCCCCCCCCC tetra-isopropyl bis(dilauryl phosphite)